(R)-3-hydroxybutyric acid, (R)-3-hydroxybutyric acid salt O[C@@H](CC(=O)O)C.O[C@@H](CC(=O)O)C